FC1CN(CC12CNC2)C(=O)OC(C)(C)C tert-butyl 8-fluoro-2,6-diazaspiro[3.4]octane-6-carboxylate